OCC=1C=C(C=CC1OC1=CC=CC=C1)NC(NC1=CC(=CC=C1)C)=O 3-[3-(hydroxymethyl)-4-phenoxyphenyl]-1-(3-methylphenyl)urea